1-(5-(difluoromethyl)-1,3,4-thiadiazol-2-yl)-N-(3-methyl-oxetan-3-yl)-4-(4-methylpiperazin-1-yl)-1H-indazole-6-sulphonamide FC(C1=NN=C(S1)N1N=CC2=C(C=C(C=C12)S(=O)(=O)NC1(COC1)C)N1CCN(CC1)C)F